CC1=C(C=C(C(=C1)C)C)C 1,2,4,5-tetra-methylbenzene